OC1=CC=C(C[C@H]2C(N([C@H](C3N(N(CC(N32)=O)C)C(=O)NCC=3SC=CC3)C)CC=3C=CC=C2C=CC=NC32)=O)C=C1 (6S,9S)-6-(4-hydroxybenzyl)-2,9-dimethyl-4,7-dioxo-8-(quinolin-8-ylmethyl)-N-(thiophen-2-ylmethyl)octahydro-1H-pyrazino[2,1-c][1,2,4]triazine-1-carboxamide